N,N-dicarboxymethyl-alanine C(=O)(O)CN([C@@H](C)C(=O)O)CC(=O)O